C1(=CC=CC=C1)S(=O)(=O)OS(=O)(=O)C1=CC=CC=C1.[Na] sodium benzenesulfonyl benzenesulfonate